1-(3-hydroxy-2,2-dimethylpropyl)piperidine OCC(CN1CCCCC1)(C)C